FC1=C(C=CC(=C1)N1N=C(C=C1)CO)NC1=NC=C2C=CC(=NC2=C1)N(CC(=O)OC)C1CCC(CC1)N methyl 2-[[7-([2-fluoro-4-[3-(hydroxymethyl)pyrazol-1-yl]phenyl]amino)-1,6-naphthyridin-2-yl][(1s,4s)-4-aminocyclohexyl]amino]acetate